C(C)OC=1C(C(C1NCCOCCOCCOC1O[C@@H]([C@H]([C@@H]([C@@H]1O)O)O)CO)=O)=O 3-ethoxy-4-((2-(2-(2-(((3S,4S,5S,6R)-3,4,5-trihydroxy-6-(hydroxymethyl)tetrahydro-2H-pyran-2-yl)oxy)ethoxy)ethoxy)ethyl)amino)cyclobut-3-ene-1,2-dione